CC(C)C1=CC(=CC(=C1NC(=S)NC(C)(C)C)C(C)C)OC2=CC=CC=C2 The molecule is an aromatic ether that is 1,3-diisopropyl-5-phenoxybenzene in which the hydrogen atom at position 2 is substituted by a (tert-butylcarbamothioyl)nitrilo group. An agricultural proinsecticide which is used to control mites, aphids and whitefly in cotton. It has a role as an oxidative phosphorylation inhibitor and a proinsecticide. It is a thiourea acaricide, a thiourea insecticide and an aromatic ether. It derives from a diphenyl ether.